5-bromo-3-((1-(1-methylpiperidin-4-yl)-1H-pyrazole-4-yl)oxy)pyrazin-2-amine BrC=1N=C(C(=NC1)N)OC=1C=NN(C1)C1CCN(CC1)C